(1-(1-acryloylazetidin-3-yl)-3-(4-(trifluoromethyl)phenyl)-1H-indazol-7-yl)methanesulfonamide C(C=C)(=O)N1CC(C1)N1N=C(C2=CC=CC(=C12)CS(=O)(=O)N)C1=CC=C(C=C1)C(F)(F)F